3-[(3R)-3-Methyl[1,4'-bipiperidin]-1'-yl]-1,2,4-oxadiazole-5-carboxylic acid Ethyl-3-bromo-1,2,4-oxadiazole-5-carboxylate C(C)OC(=O)C1=NC(=NO1)Br.C[C@H]1CN(CCC1)C1CCN(CC1)C1=NOC(=N1)C(=O)O